N4-[(1S)-1-benzyl-2-ethoxy-ethyl]quinoline-3,4-diamine C(C1=CC=CC=C1)[C@@H](COCC)NC1=C(C=NC2=CC=CC=C12)N